(s)-3-methyl-2-(6-((1-(oxetan-3-yl)piperidin-3-yl)methyl)pyridazin-3-yl)-5-(trifluoromethyl)phenol CC=1C(=C(C=C(C1)C(F)(F)F)O)C=1N=NC(=CC1)C[C@H]1CN(CCC1)C1COC1